C(CCCCCCCCCCCCCCC1CO1)OCCCCCCCCCCCCCCCC1CO1 (8Z)-epoxyheptadecylether